FC(C(=O)O)(F)F.C(C=C)C1NCC(C1)(C)C 2-allyl-4,4-dimethyl-pyrrolidine (trifluoroacetate)